C1(CC1)C=1C(=CC(=NC1)C(C)=O)F 1-(5-cyclopropyl-4-fluoropyridin-2-yl)ethan-1-one